β-hydroxypyruvate OCC(C(=O)[O-])=O